7-methyl-7H-dibenzo[d,f][1,3,2]oxazaphosphepine 6-oxide CN1P(OC2=C(C3=C1C=CC=C3)C=CC=C2)=O